methyl (R)-N-BOC-3-iodoalaninate C(=O)(OC(C)(C)C)N[C@@H](CI)C(=O)OC